OC1=C(C=C(C=C1)/C=C/C(=O)C1=C(C=CC=C1)OC)OC (E)-3-(4-Hydroxy-3-methoxyphenyl)-1-(2-methoxyphenyl)prop-2-en-1-one